C(#N)C1=C(OC=2C=C3C(N(C=NC3=CC2)CCC2CCN(CC2)C(=O)OC(C)(C)C)=O)C(=CC=C1NS(=O)(=O)N1CCCC1)F tert-butyl 4-[2-[6-[2-cyano-6-fluoro-3-(pyrrolidin-1-ylsulfonylamino)phenoxy]-4-oxo-quinazolin-3-yl]ethyl]piperidine-1-carboxylate